ClC1=C(C=CC(=C1F)F)[C@H]1C(=C(NC(=N1)C=1N(C=CN1)C)C12C3C4C5(C(C14)C2C53)C(=O)O)C(=O)OCC |o1:9| (R*)-4-(6-(2-chloro-3,4-difluorophenyl)-5-(ethoxycarbonyl)-2-(1-methyl-1H-imidazol-2-yl)-3,6-dihydropyrimidin-4-yl)cubane-1-carboxylic acid